((2R,3S,5R)-5-(6-amino-2-fluoro-9H-purin-9-yl)-2-ethynyl-3-hydroxy-tetra-hydrofuran-2-yl)methyl cyclohexane-carboxylate C1(CCCCC1)C(=O)OC[C@]1(O[C@H](C[C@@H]1O)N1C2=NC(=NC(=C2N=C1)N)F)C#C